(R)-5-chloro-3-((S,1E,3E)-3,5-dimethylhepta-1,3-dien-1-yl)-2-(isonicotinamido)-7-methyl-6,8-dioxo-2,6,7,8-tetrahydroisoquinolin-7-yl oxazole-4-carboxylate O1C=NC(=C1)C(=O)O[C@]1(C(C(=C2C=C(N(C=C2C1=O)NC(C1=CC=NC=C1)=O)\C=C\C(=C\[C@H](CC)C)\C)Cl)=O)C